Cl.FC[C@@H]1[C@](CN(CC1)C)(C)COC=1N=CC2=C(N1)C=CN=C2 2-(((3S,4S)-4-(fluoromethyl)-1,3-dimethylpiperidin-3-yl)methoxy)pyrido[4,3-d]pyrimidine hydrochloride